7-(2,7-dimethyl-2H-indazol-5-yl)-8-fluoro-3-(1-methylpiperidin-4-yl)quinazolin-4(3H)-one CN1N=C2C(=CC(=CC2=C1)C1=CC=C2C(N(C=NC2=C1F)C1CCN(CC1)C)=O)C